FCC1=CC=C(CN2CCCCC2)C=C1 1-(4-(fluoromethyl)benzyl)piperidin